3-((4-Bromo-2,6-difluorobenzyl)oxy)-5-(3-(4-(pyrrolidin-1-yl)butyl)ureido)isothiazole-4-carboxamide BrC1=CC(=C(COC2=NSC(=C2C(=O)N)NC(=O)NCCCCN2CCCC2)C(=C1)F)F